(S)-N-(3-(3-Chloro-2-(3-methoxy-4-((((5-oxopyrrolidin-2-yl)methyl)amino)methyl)phenyl)pyridin-4-yl)-2-methylphenyl)-5-((methylamino)methyl)picolinamide ClC=1C(=NC=CC1C=1C(=C(C=CC1)NC(C1=NC=C(C=C1)CNC)=O)C)C1=CC(=C(C=C1)CNC[C@H]1NC(CC1)=O)OC